N1N=CC(=C1)C1=CC=C2C=NC(=NC2=C1)NC=1C=C(NC1)C(=O)NC 4-((7-(1H-pyrazol-4-yl)quinazolin-2-yl)amino)-N-methyl-1H-pyrrole-2-carboxamide